BrCCC1=CC=C(C=C1)OC 2-bromo-1-(4-methoxyphenyl)ethane